N-[(7S)-4-Fluorobicyclo[4.2.0]octa-1,3,5-trien-7-yl]-N'-hydroxy-4-{[1-(1-hydroxycyclopropan-1-carbonyl)azetidin-3-yl]oxy}-1,2,5-oxadiazol-3-carboximidamid FC1=CC=C2C[C@@H](C2=C1)NC(=NO)C1=NON=C1OC1CN(C1)C(=O)C1(CC1)O